The molecule is a quaternary ammonium ion that is the derivative of L-histidine having a 4-amino-4-oxo-3-(trimethylammonio)butyl group at the 2-position of the imidazole ring. It is a tautomer of a diphthamide zwitterion. C[N+](C)(C)[C@@H](CCC1=NC=C(N1)C[C@@H](C(=O)O)N)C(=O)N